C(C=C)OC(=O)NC[C@@H](CN(C(OCC=C)=O)C[C@@H](CNC(=O)OC(C)(C)C)O)O Allyl N-[(2S)-3-(allyloxycarbonylamino)-2-hydroxy-propyl]-N-[(2R)-3-(tert-butoxycarbonylamino)-2-hydroxy-propyl]carbamate